(5RS)-3-oxo-2-(4-sulfamoylbenzyl)-2,3,5,6,7,8-hexahydro[1,2,4]triazolo[4,3-a]pyridine-5-carboxylic acid O=C1N(N=C2N1[C@H](CCC2)C(=O)O)CC2=CC=C(C=C2)S(N)(=O)=O |r|